3-{5-[4-(cyclopropylmethyl)piperazin-1-yl]-1H-pyrrolo[3,2-b]pyridin-3-yl}-1-[4-(trifluoromethyl)phenyl]urea C1(CC1)CN1CCN(CC1)C1=CC=C2C(=N1)C(=CN2)NC(NC2=CC=C(C=C2)C(F)(F)F)=O